C(#N)CC=1C(=NOC1)C(=O)N (cyanomethyl)isoxazole-3-carboxamide